N-(4-(4-amino-2-(ethoxymethyl)-1H-imidazo[4,5-c]quinolin-1-yloxy)heptyl)methacrylamide NC1=NC=2C=CC=CC2C2=C1N=C(N2OC(CCCNC(C(=C)C)=O)CCC)COCC